BrC1=NC=CC(=C1)C=1N=C(NC1)C1=CC=C(N(C)C)C=C1 4-[4-(2-bromopyridin-4-yl)-1H-imidazol-2-yl]-N,N-dimethylaniline